BrC=1C=C2CCNC(C2=CC1)=O 6-bromodihydroisoquinolinone